ClC1=NC=C(C=N1)N1N=CC=C1 2-chloro-5-pyrazol-1-yl-pyrimidine